ClC1=NN2C(N=CC3=C2[C@@](CN3C(=O)N[C@@H]3CC(CC3)(F)F)(C(F)(F)F)C)=C1 (R)-2-chloro-N-((S)-3,3-difluorocyclopentyl)-8-methyl-8-(trifluoromethyl)-7,8-dihydro-6H-pyrazolo[1,5-a]pyrrolo[2,3-e]pyrimidine-6-carboxamide